(4-cyanocyclohexyl)-2-(6-phenylimidazo[1,5-a]pyridin-5-yl)acetamide C(#N)C1CCC(CC1)C(C(=O)N)C1=C(C=CC=2N1C=NC2)C2=CC=CC=C2